ClC=1C(=C(C=C2C(C(=CN(C12)C1CC1)C(=O)O)=O)F)N1CC(CC1)NCC(=O)NC1=CC(=C(C=C1)C(=O)OC)O 8-Chloro-1-cyclopropyl-6-fluoro-7-(3-((2-((3-hydroxy-4-(methoxycarbonyl)phenyl)amino)-2-oxoethyl)amino)pyrrolidin-1-yl)-4-oxo-1,4-dihydroquinoline-3-carboxylic acid